FC(ON1CCCC1)F (difluoromethoxy)pyrrolidin